Cl.C(CCC)NC=1N=CC2=C(N1)N(C=C2[C@@H]2CC[C@@H](CC2)CN2CCNCC2)[C@@H]2CC[C@H](CC2)O trans-4-[2-(butylamino)-5-[cis-4-[(piperazin-1-yl)methyl]cyclohexyl]-7H-pyrrolo[2,3-d]pyrimidin-7-yl]cyclohexan-1-ol hydrochloride